CC1(CC=2C(=NC=C(C2)[N+](=O)[O-])O1)C 2,2-dimethyl-5-nitro-2,3-dihydrofuro[2,3-b]pyridine